C1(=CC=CC=C1)S(=O)(=O)C=1C=C2CCCC(C2=CC1)=O 6-(benzenesulfonyl)-1,2,3,4-tetrahydronaphthalen-1-one